ClC1=CC=2C(=NN(N2)C2=C(C(=CC(=C2)C)C(C)(C)C)O)C=C1 2-(5-chloro-2H-benzotriazol-2-yl)-6-(1,1-dimethylethyl)4-methylphenol